(-)-[3-(1H-pyrazol-5-yl)pyrrolidin-1-yl]-[3-(4-tetrahydropyran-4-ylphenyl)azetidin-1-yl]methanone Tert-butyl-4-hydroxy-3,3-dimethylpyrrolidine-1-carboxylate C(C)(C)(C)OC(=O)N1CC(C(C1)O)(C)C.N1N=CC=C1C1CN(CC1)C(=O)N1CC(C1)C1=CC=C(C=C1)C1CCOCC1